FC(CCCO)(F)F 4,4,4-trifluorobutanol